C(C)OC(=O)N1N=CC=C1C(=O)OC(C)(C)C pyrazole-1,5-dicarboxylic acid 5-(tert-butyl) 1-ethyl ester